4-(2-(1,3-Dioxoisoindolin-2-yl)ethyl)piperazine-1-carboxylic acid tert-butyl ester C(C)(C)(C)OC(=O)N1CCN(CC1)CCN1C(C2=CC=CC=C2C1=O)=O